NC1=CC=C(C=C1)N1CCC2(CC(C2)NC(OC(C)(C)C)=O)CC1 tert-butyl (7-(4-aminophenyl)-7-azaspiro[3.5]nonan-2-yl)carbamate